ketoborohydride O=[BH2-]